1,3-bis(glycidyl)-5,5-dimethylhydantoin C(C1CO1)N1C(=O)N(C(=O)C1(C)C)CC1CO1